tert-butyl 5-amino-4-(5-bromobenzotriazol-1-yl)-5-oxo-pentanoate NC(C(CCC(=O)OC(C)(C)C)N1N=NC2=C1C=CC(=C2)Br)=O